5-chloro-1-(tetrahydro-2H-pyran-2-yl)-1H-pyrazolo[4,3-b]pyridin-3-ol ClC1=CC=C2C(=N1)C(=NN2C2OCCCC2)O